3',4',5',6,7,8-hexamethoxy-5-hydroxyflavone COC=1C=C(C=2OC3=C(C(=C(C(=C3C(C2)=O)O)OC)OC)OC)C=C(C1OC)OC